N-(1-(1-((5,7-dichloro-1H-indol-2-yl)methyl)-1,8-diazaspiro[4.5]decane-8-carbonyl)-1H-pyrazol-3-yl)acetamide ClC=1C=C2C=C(NC2=C(C1)Cl)CN1CCCC12CCN(CC2)C(=O)N2N=C(C=C2)NC(C)=O